OC1=CC(NC12CCOCC2)=O 4-hydroxy-8-oxa-1-azaspiro[4.5]dec-3-en-2-one